C(#N)C=1C(=NC2=C(C=CC=C2C1C1=C2C=NN(C2=CC=C1C)C1OCCCC1)F)N1C(C2(CN(C2)C(=O)OC(C)(C)C)CC1)=O tert-butyl 6-(3-Cyano-8-fluoro-4-(5-methyl-1-(tetrahydro-2H-pyran-2-yl)-1H-indazol-4-yl) quinolin-2-yl)-5-oxo-2,6-diazaspiro[3.4]octane-2-carboxylate